C1(C=CC=C1)[Ti](C1=C(C(=CC=C1F)NCC1CCCCC1)F)(C1=C(C(=CC=C1F)NCC1CCCCC1)F)C1C=CC=C1 bis(cyclopentadienyl)bis[2,6-difluoro-3-(N-cyclohexylmethylamino)phenyl]titanium